2-(2,2,2-trifluoro-acetylamino)-5,6,7,8-tetrahydro-4H-cyclohepta[b]thiophene-3-carboxylic acid (2-chloro-phenyl)-amide ClC1=C(C=CC=C1)NC(=O)C=1C2=C(SC1NC(C(F)(F)F)=O)CCCCC2